CC1CC=C(CC1)C=1N=NN(C1)S(=O)(=O)C1=CC=C(C)C=C1 4-(4-methylcyclohex-1-en-1-yl)-1-tosyl-1H-1,2,3-triazole